methyl 6-(4-(3-(4-chloro-3-fluorophenyl)-1-methyl-1H-pyrrolo[2,3-b]pyridine-6-carbonyl)-3,3-dimethylpiperazin-1-yl)-2,4-dimethylnicotinate ClC1=C(C=C(C=C1)C1=CN(C2=NC(=CC=C21)C(=O)N2C(CN(CC2)C2=NC(=C(C(=O)OC)C(=C2)C)C)(C)C)C)F